CCCCCCCCCCCCCCCCCC(=O)N[C@@H](CO[C@H]1[C@@H]([C@H]([C@@H]([C@H](O1)CO)O[C@H]2[C@@H]([C@H]([C@H]([C@H](O2)CO)O[C@H]3[C@@H]([C@H]([C@H]([C@H](O3)CO)O)O[C@H]4[C@@H]([C@H]([C@H]([C@H](O4)CO)O)O)O)NC(=O)C)O[C@@]5(C[C@@H]([C@H]([C@@H](O5)[C@@H]([C@@H](CO)O)O)NC(=O)C)O)CO)O)O)O)[C@@H](/C=C/CCCCCCCCCCCCC)O The molecule is a ganglioside derivative that is gangliosde GM1 in which the sialic acid residue contains CH2OH instead of COOH. It derives from a ganglioside GM1.